C12N(CC(NC1)CC2)C2=NC(=NC=1C(N(N=CC12)C1=CC(=CC2=CC=C(C(=C12)CC)F)O)=O)OC([2H])([2H])[C@H]1N(CCC1)C 4-(2,5-Diazabicyclo[2.2.2]octan-2-yl)-7-(8-ethyl-7-fluoro-3-hydroxynaphthalen-1-yl)-2-(((S)-1-methylpyrrolidin-2-yl)methoxy-d2)pyrimido[4,5-d]pyridazin-8(7H)-one